1-(5-(1-((1r,4R)-4-(2-((tert-butyldiphenylsilyl)oxy)ethyl)cyclohexyl)-1H-pyrazol-4-yl)-4-(((R)-1-cyanoethyl)amino)pyridin-2-yl)-1H-pyrazolo[3,4-b]pyridine-5-carbonitrile [Si](C1=CC=CC=C1)(C1=CC=CC=C1)(C(C)(C)C)OCCC1CCC(CC1)N1N=CC(=C1)C=1C(=CC(=NC1)N1N=CC=2C1=NC=C(C2)C#N)N[C@H](C)C#N